ClC1=CC=C(S1)CN1CCC2=CC(=CC=C12)NC(=O)NC1=CSC=C1 1-[1-(5-Chlorothiophen-2-ylmethyl)-2,3-dihydro-1H-indol-5-yl]-3-thiophen-3-ylurea